FC1=CC=C(C=C1)C1=NOC(=C1)CN1C(C(N(CC1)C1(CCC1)C)=O)=O 1-((3-(4-fluorophenyl)isoxazol-5-yl)methyl)-4-(1-methylcyclobutyl)piperazine-2,3-dione